C(CC)(=O)OC1=C(C=CC=C1)CC(=O)Cl 2-(2-chloro-2-oxoethyl)phenyl propionate